COC1=CC=C(C=C1)C1=NOC(=N1)N1CCC(CC1)C(=O)NC1[C@@H]2CN(C[C@H]12)C 1-(3-(4-Methoxyphenyl)-1,2,4-oxadiazol-5-yl)-N-((1R,5S,6s)-3-methyl-3-azabicyclo[3.1.0]hexan-6-yl)piperidine-4-carboxamide